C(C)O[Si](CCCNC1=CC=CC=C1)(OCC)OCC triethoxy[3-(phenylamino)propyl]silane